BrC1=NC(=CC(=C1)N)N1N=CC(=C1)Cl 2-bromo-6-(4-chloro-1H-pyrazol-1-yl)pyridine-4-amine